4-((5-aminooctyl)amino)-2-(2,6-dioxopiperidin-3-yl)isoindoline-1,3-dione NC(CCCCNC1=C2C(N(C(C2=CC=C1)=O)C1C(NC(CC1)=O)=O)=O)CCC